C1=CC=CC=2C=CC3=C(OC4=C3C=CC=C4C4=NC=C(C=C4)[Si](C)(C)C)C12 2-(naphtho[1,2-b]benzofuran-10-yl)-5-(trimethylsilyl)-pyridine